4,6-dichloro-2-(2-fluorobenzyl)-5-(2-methoxyphenoxy)pyrimidine ClC1=NC(=NC(=C1OC1=C(C=CC=C1)OC)Cl)CC1=C(C=CC=C1)F